S(=O)(=O)([O-])[O-].CC[N+](C)(C)CCCNC(CCCCCCCCCCC)=O.CC[N+](CCCNC(CCCCCCCCCCC)=O)(C)C methyl-(lauramidopropyl-trimethylammonium) sulfate